chloro-3'-fluoro-5'-methoxy-6-methyl-(4,4'-bipyridine)-3-carboxylic acid ClC1=NC(=CC(=C1C(=O)O)C1=C(C=NC=C1OC)F)C